CC1=C(OC2=C1C=C(C=C2)S(N(CCC2=CC=CC=C2)C2=CC=C(C=C2)N2CCN(CC2)C(CC(C)(C)C)=O)(=O)=O)C(=O)O 3-Methyl-5-(N-(4-(4-(3,3-dimethylbutyryl)piperazin-1-yl)phenyl)-N-phenethylsulfamoyl)benzofuran-2-carboxylic acid